Cl.N1=CC=CC=2CCC/C(/C12)=N\NC(C1=C(C=CC=C1)OCCN1CCCC1)=O (E)-N'-(6,7-dihydroquinolin-8(5H)-ylidene)-2-(2-(pyrrolidin-1-yl)ethoxy)benzoyl-hydrazine hydrochloride salt